C1(=CC=CC2=CC=CC=C12)N1CC=2N=CN=C(C2CC1)N1CC(C1)N 1-(7-(naphthalen-1-yl)-5,6,7,8-tetrahydropyrido[3,4-d]pyrimidin-4-yl)azetidin-3-amine